C1(CC1)C1=NC=NC(=C1C=1N=C(C2=C(N1)C=CN2CCN2C(C1=CC=CC=C1C2=O)=O)OCC2=CC=C(C=C2)C=2N(C=C(N2)C(F)(F)F)C)OC 2-[2-[2-(4-cyclopropyl-6-methoxy-pyrimidin-5-yl)-4-[[4-[1-methyl-4-(trifluoromethyl)imidazol-2-yl]phenyl]methoxy]pyrrolo[3,2-d]pyrimidin-5-yl]ethyl]isoindoline-1,3-dione